[Br-].[Br-].C1(=CC=CC=C1)SC1=CC=CC=C1 diphenyl sulfide dibromide